CC1(O[C@H](CN(C1)C=1N=C(C=2N=C(N(C(C2N1)=O)C)C)C=1C=NC(=CC1)C(F)(F)F)C1=CC(=NC=C1)C)C (S)-6-(2,2-dimethyl-6-(2-methylpyridin-4-yl)morpholino)-2,3-dimethyl-8-(6-(trifluoromethyl)pyridin-3-yl)pyrimido[5,4-d]pyrimidin-4(3H)-one